FC1=CC=C2C(=CNC2=C1)CC(=O)N1C[C@H](CCC1)NC(C)=O (S)-N-(1-(2-(6-fluoro-1H-indol-3-yl)acetyl)piperidin-3-yl)acetamide